C1=CC=C2C3=C4C(=CC2=C1)C=CC5=C4C(=CC=C5)C=C3 The molecule is an ortho- and peri-fused polycyclic arene consisting of five fused benzene rings. It has a role as a carcinogenic agent and a mouse metabolite.